N-[(1S)-1-[3-(5-cyano-2-pyridyl)pyrazin-2-yl]ethyl]-3,5-bis(trifluoromethyl)benzamide C(#N)C=1C=CC(=NC1)C=1C(=NC=CN1)[C@H](C)NC(C1=CC(=CC(=C1)C(F)(F)F)C(F)(F)F)=O